C(C)[Bi](CC)(CC)(CC)N[Bi](CC)(CC)(CC)CC bis(tetraethyl-λ5-bismuthanyl)amine